OC1=C(C(=CC(=C1)C(F)(F)F)C)C=1C=CC=2C(N1)=NN(N2)[C@H]2CCC(NC2)=O (S)-5-(5-(2-hydroxy-6-methyl-4-(trifluoromethyl)phenyl)-2H-[1,2,3]triazolo[4,5-b]pyridin-2-yl)piperidin-2-one